CCCCCCCCCCCCCCCCCCCCCCCCCC(=O)N[C@@H](CO)[C@@H](CCCCCCCCCCC(C)CC)O The molecule is a ceramide obtained by formal condensation of the carboxy group of hexacosanoic acid with the amino group of 14-methylhexadecasphinganine. It is a metabolite of the nematode Caenorhabditis elegans. It has a role as a Caenorhabditis elegans metabolite. It is a ceramide and a N-(very-long-chain fatty acyl)-sphingoid base. It derives from a hexacosanoic acid.